NC1=CC=CC(=N1)S(=O)(=O)NC1=NC(=C(C=C1)Cl)C1=C(C=CC=C1C(F)(F)F)Cl 6-amino-N-(5-chloro-6-(2-chloro-6-(trifluoromethyl)phenyl)pyridin-2-yl)pyridine-2-sulfonamide